CON(C(=S)C(C(C(C)(C)C)(CCCCOC)C)(CCCOC)SSSSC(C(C(C)(C)C)(C)CCCCOC)(CCCOC)C(N(OC)C)=S)C N,3-dimethoxypropyl-monomethoxypropyl-N,3-dimethylthiocarbamoyl-tetramethyl-propyltetrasulfide